N,N-dimethyl-3-methylaniline CN(C1=CC(=CC=C1)C)C